FC=1C=C2CCN(CC2=CC1)C1=CC(=C(N)C(=C1)C)C 4-(6-fluoro-3,4-dihydroisoquinolin-2(1H)-yl)-2,6-dimethyl-aniline